1,2-Ethane-diamine C(CN)N